C1(=CC=CC=C1)C[C@H](C(=O)SCCNC(CCNC([C@@H](C(COP(OP(OC[C@@H]1[C@H]([C@H]([C@@H](O1)N1C=NC=2C(N)=NC=NC12)O)OP(=O)(O)O)(=O)O)(=O)O)(C)C)O)=O)=O)O (R)-3-(phenyl)lactyl-CoA